O1CC(C1)OCC1=NC2=CC=C(C=C2C=C1)C=O 2-(oxetan-3-yloxymethyl)quinoline-6-carbaldehyde